C(C)(C)(C)OC(=O)N1CC2=C(CC1)N(N=C2Br)C2CCOCC2 tert-Butyl-3-bromo-1-(tetrahydro-2H-pyran-4-yl)-1,4,6,7-tetrahydro-5H-pyrazolo[4,3-c]pyridine-5-carboxylate